CC1(CCC=C(C1)C(CCC=C)=O)C 1-(5,5-dimethyl-1-cyclohexen-1-yl)-pent-4-en-1-one